OC(C)(C)C1=C(C=CC=C1)C(C)(C)O di-(2-hydroxy-2-propyl)benzene